BrC=1C=C(C=CC1F)C(C#N)C(C)=O (3-bromo-4-fluorophenyl)-3-oxobutyronitrile